1-[5-[3-(trifluoromethoxy)cyclobutyl]-1,3,4-oxadiazol-2-yl]bicyclo[1.1.1]pentan-3-amine FC(OC1CC(C1)C1=NN=C(O1)C12CC(C1)(C2)N)(F)F